[2-(2-ethoxy)-ethoxyethyl]guanidine chloride [Cl-].CCOCCOCCNC(=N)N